FC1(C(C2=C(N(C(NC2=O)=O)C2=C(C=CC=C2)C(C)C)NC1=O)=O)F 6,6-Difluoro-1-(2-isopropylphenyl)pyrido[2,3-d]pyrimidine-2,4,5,7(1H,3H,6H,8H)-tetraone